N-(pyrrolidin-3-yl)benzamide N1CC(CC1)NC(C1=CC=CC=C1)=O